O=C1CCCCCCCN1 omega-caprolactam